C(C)(C)C1=CC(=CC(=N1)N1N=CC=2C(=NC(=CC21)C=2C=NC=CC2OC)OC)N2[C@@H]([C@H](C2)CS(=O)(=O)C)C 1-(6-Isopropyl-4-((2R,3S)-2-methyl-3-((methylsulfonyl)methyl)azetidin-1-yl)pyridin-2-yl)-4-methoxy-6-(4-methoxypyridin-3-yl)-1H-pyrazolo[4,3-c]pyridine